C(CCC)(=O)C1=CC(=C(C=N1)C=1C(N(C2=CC(=NC=C2C1)NC(=O)[C@@H]1[C@@H](C1)F)C)=O)C (1R,2R)-N-(3-(6-butyryl-4-methylpyridin-3-yl)-1-methyl-2-oxo-1,2-dihydro-1,6-naphthyridin-7-yl)-2-fluorocyclopropane-1-carboxamide